trimethoxy(perfluorophenyl)silane CO[Si](C1=C(C(=C(C(=C1F)F)F)F)F)(OC)OC